(R)-N-(2-(4,4-Difluoropiperidin-1-yl)-6-methylpyrimidin-4-yl)-4-((2-hydroxypropyl)sulfonamido)-2-(6-azaspiro[2.5]octan-6-yl)benzamide FC1(CCN(CC1)C1=NC(=CC(=N1)NC(C1=C(C=C(C=C1)NS(=O)(=O)C[C@@H](C)O)N1CCC2(CC2)CC1)=O)C)F